COC([C@H](CCCCCCCC(C)=O)NC(=O)OC(C)(C)C)=O.ClC=1C=CC=2N(C1)C=C(N2)CNC2=CC(=NC=N2)NC(=O)[C@@H]2[C@H](C2)C2=CC(=CC=C2)Cl (1S,2S)-N-(6-(((6-chloroimidazo[1,2-a]pyridin-2-yl)methyl)amino)pyrimidin-4-yl)-2-(3-chlorophenyl)cyclopropane-1-carboxamide methyl-(S)-2-((tert-butoxycarbonyl)amino)-10-oxoundecanoate